C(C)(=O)[O-].COCCCN1C=[N+](C=C1)CCCOC 1,3-di(3-methoxypropyl)imidazolium acetate